2-bromo-N-(2-fluorobenzyl)acetamide octadeca-9,12-dienoate C(CCCCCCCC=CCC=CCCCCC)(=O)O.BrCC(=O)NCC1=C(C=CC=C1)F